O=C1NC(CCC1N1C(C2=CC=CC(=C2C1)OCC(=O)NCCCCCCCCCC1=C(C=CC=C1)C=1C(=NN2C1N=C(C=C2N2CCN(CC2)CCO)C2=CC=CC=C2)C)=O)=O 2-((2-(2,6-Dioxopiperidin-3-yl)-1-oxoisoindolin-4-yl)oxy)-N-(9-(2-(7-(4-(2-hydroxyethyl)piperazin-1-yl)-2-methyl-5-phenylpyrazolo[1,5-a]pyrimidin-3-yl)phenyl)nonyl)-acetamide